C(OCC)(OC1=CC=C(C=C1)\C=C/C(C1=C(C=CC=C1[C@@H]1O[C@@H]([C@H]([C@@H]([C@H]1O)O)O)CO)OCC1=CC=CC=C1)=O)=O Ethyl [4-[(Z)-3-oxo-3-[2-phenylmethoxy-6-[(2S,3R,4R,5S,6R)-3,4,5-trihydroxy-6-(hydroxymethyl)oxan-2-yl]phenyl]prop-1-enyl]phenyl] carbonate